1-(4-chloro-3-fluorophenyl)piperidine-4-carboxylic acid ClC1=C(C=C(C=C1)N1CCC(CC1)C(=O)O)F